O-(2-hydroxyethyl)-L-serine OCCOC[C@H](N)C(=O)O